(4-methyl-pyridin-3-yl)boronic acid CC1=C(C=NC=C1)B(O)O